C1(=CC=CC=C1)C1=NC(=NC(=N1)C1=CC=CC=C1)C1=C(C=CC=C1)C1=CC(=NC(=C1N1C2=C(C=3C=CC=CC13)C=NC=C2)C2=CC=C(C=C2)N2C1=CC=CC=C1C=1C=C(C=CC21)C2=CC=CC=C2)N2C1=C(C=3C=CC=CC23)C=NC=C1 5,5'-(4-(2-(4,6-diphenyl-1,3,5-triazin-2-yl)phenyl)-6-(4-(3-phenyl-9H-carbazol-9-yl)phenyl)pyridine-2,5-diyl)bis(5H-pyrido[4,3-b]indole)